3-(anilinomethyl)-1,3-benzoxazol-2-one nickel dithiocyanate [Ni](SC#N)SC#N.N(C1=CC=CC=C1)CN1C(OC2=C1C=CC=C2)=O